NC=1C=C(C=CC1)C=1C2=C(C(=NC1)OC)N=C(S2)NC(=O)N2CC1(CC2)CCOCC1 8-Oxa-2-aza-spiro[4.5]decane-2-carboxylic acid [7-(3-amino-phenyl)-4-methoxy-thiazolo[4,5-c]pyridin-2-yl]-amide